methylpropan-2-amine CCC(C)N